tert-Butyl (2S,4S)-1-{4-bromo-8-oxa-3,5-diazatricyclo[7.4.0.02,7]trideca-1(13),2(7),3,5,9,11-hexaen-6-yl}-4-hydroxypyrrolidine-2-carboxylate BrC1=NC=2C3=CC=CC=C3OC2C(=N1)N1[C@@H](C[C@@H](C1)O)C(=O)OC(C)(C)C